3-((4-(2-aminopyrazolo[1,5-a]pyridin-5-yl)-6-(difluoromethoxy)pyridin-3-yl)oxy)-2,2-dimethylpropanenitrile NC1=NN2C(C=C(C=C2)C2=C(C=NC(=C2)OC(F)F)OCC(C#N)(C)C)=C1